tert-butyl 1-methyl-5-(methyl-d3)-1H-pyrazole-3-carboxylate CN1N=C(C=C1C([2H])([2H])[2H])C(=O)OC(C)(C)C